N-((R)-2-cyano-1-(4-(ethylsulfonyl)phenyl)ethyl)-4-((2S,5R)-2-(ethoxymethyl)-5-(4-(trifluoromethyl)phenyl)piperidin-1-yl)benzamide C(#N)C[C@H](C1=CC=C(C=C1)S(=O)(=O)CC)NC(C1=CC=C(C=C1)N1[C@@H](CC[C@@H](C1)C1=CC=C(C=C1)C(F)(F)F)COCC)=O